(R)-6-(5-azaspiro[2.4]heptan-5-ylmethyl)-2-(6-ethoxy-4-(1-(4-methyl-4H-1,2,4-triazol-3-yl)propan-2-yl)pyridin-2-yl)-4-(trifluoromethyl)isoindolin-1-one formate C(=O)O.C1CC12CN(CC2)CC2=CC(=C1CN(C(C1=C2)=O)C2=NC(=CC(=C2)[C@@H](CC2=NN=CN2C)C)OCC)C(F)(F)F